C(C)(C)(C)OC(=O)N[C@H](C(=O)OCCCC)CCN1C=NNC1=O Butyl (S)-2-((tert-butoxycarbonyl)amino)-4-(5-oxo-1,5-dihydro-4H-1,2,4-triazol-4-yl)butanoate